O1CCN(C2=C1C=CC=C2)NC(=O)C=2C=NC=1N(C2C(C)C)C=NC1C1=C(C(=CC(=C1)F)F)F N-(2,3-dihydro-1,4-benzoxazin-4-yl)-4-isopropyl-8-(2,3,5-trifluorophenyl)imidazo[1,5-a]Pyrimidine-3-carboxamide